C(=CCCC)I pentenyl iodide